C(C)N(CC)C(C(C)(C)C)O (diethylamino)-2,2-dimethylpropanol